Di-tert-butyl(buta-1,3-diyne-1,4-diylbis(pyridazine-6,3-diyl))dicarbamate C(C)(C)(C)OC(NC=1N=NC(=CC1)C#CC#CC1=CC=C(N=N1)NC(OC(C)(C)C)=O)=O